2-(4-((5-fluoro-2-phenyl-1H-indol-7-yl)amino)piperidin-1-yl)ethan-1-ol FC=1C=C2C=C(NC2=C(C1)NC1CCN(CC1)CCO)C1=CC=CC=C1